C(C)(C)(C)OC(=O)N1CC=2C=CC(=NC2CC1C(N(C)OC)=O)Cl 2-Chloro-7-(methoxy(methyl)carbamoyl)-7,8-dihydro-1,6-naphthyridine-6(5H)-carboxylic acid tert-butyl ester